C=1SC=C2C1CCC2 4H,5H,6H-cyclopenta[c]thiophen